FC=1C=C2CN(CC2=CC1)C=1OC2=CC=C(C=C2C(C1C)=O)C 2-(5-fluoroisoindolin-2-yl)-3,6-dimethyl-chromen-4-one